C(C)(=O)OP(=O)(OCCCCCOC(C=C)=O)O acryloxypentylphosphono acetate